FC=1C=NC(=NC1)C12CCC(CC2C1)OC[C@@H]1N([C@@H](C[C@@H]1N(C(C(F)(F)F)=O)CC1=CC=C(C=C1)OC)C(F)(F)F)C(=O)OCC1=CC=CC=C1 benzyl (2R,3S,5S)-2-(((6-(5-fluoropyrimidin-2-yl)bicyclo[4.1.0]heptan-3-yl)oxy)methyl)-3-(2,2,2-trifluoro-N-(4-methoxybenzyl)acetamido)-5-(trifluoromethyl)pyrrolidine-1-carboxylate